CN1CC(N(CC1)C(=O)C1=C(C=C(C=C1)NC(=O)C1CC1)N1N=C(C=C1)C(F)(F)F)C1=CC=CC=C1 N-[4-(4-methyl-2-phenylpiperazine-1-carbonyl)-3-[3-(trifluoromethyl)pyrazol-1-yl]phenyl]cyclopropanecarboxamide